FC=1C=C(C=CC1F)[C@H]1[C@@H](CN(C1)CCOC)NC(=O)NC1=C(C(=NN1C1=CC=CC=C1)C=1C=NN(C1)C(C(F)(F)F)OCC(F)(F)F)C 1-((3S,4R)-4-(3,4-difluorophenyl)-1-(2-methoxyethyl)pyrrolidin-3-yl)-3-(4-methyl-1-phenyl-1'-(2,2,2-trifluoro-1-(2,2,2-trifluoroethoxy)ethyl)-1H,1'H-[3,4'-bipyrazole]-5-yl)urea